(E)-2-(1,2-dihydroxycyclooct-3-en-1-yl)acetic acid OC1(C(\C=C\CCCC1)O)CC(=O)O